1-(3-fluoro-2-hydroxymethylphenyl)-3-(3-methoxyphenyl)urea FC=1C(=C(C=CC1)NC(=O)NC1=CC(=CC=C1)OC)CO